monopentyl malonate C(CC(=O)[O-])(=O)OCCCCC